COC(C(=O)O)(N(C)C)OC dimethylaminoglyoxylic acid dimethyl acetal